(3aR,5s,6aS)-tert-butyl 5-(5-bromobenzo[d]thiazol-2-yl)hexahydrocyclopenta[c]pyrrole-2(1H)-carboxylate BrC=1C=CC2=C(N=C(S2)C2C[C@@H]3[C@@H](CN(C3)C(=O)OC(C)(C)C)C2)C1